The molecule is a hydrochloride obtained by combining N(gamma)-nitro-L-arginine methyl ester with one equivalent of hydrochloric acid. It has a role as an EC 1.14.13.39 (nitric oxide synthase) inhibitor. It contains a N(gamma)-nitro-L-arginine methyl ester(1+). COC(=O)[C@H](CCCN=C(N)N[N+](=O)[O-])N.Cl